N-{6-[2-methyl-4-(methylamino)phenoxy]pyridin-3-yl}-4-(trifluoromethyl)benzamide hydrochloride Cl.CC1=C(OC2=CC=C(C=N2)NC(C2=CC=C(C=C2)C(F)(F)F)=O)C=CC(=C1)NC